CC(C)(C1=CC(=C(C(=C1)COC)O)COC)C1=CC(=C(C(=C1)COC)O)COC 4,4'-(propane-2,2-diyl)bis(2,6-di(methoxymethyl)phenol)